FC(CNC1=NN2C(C=N1)=C(C=C2)C=2C=CC=1N(C2)C=CN1)(C)F N-(2,2-Difluoropropyl)-5-(imidazo[1,2-a]pyridin-6-yl)pyrrolo[2,1-f][1,2,4]triazin-2-amine